4-{4-[3-(2-chloro-6-fluorophenyl)-4-(methoxymethyl)-1,2-oxazol-5-yl]-5-(trifluoromethyl)-1H-pyrazol-1-yl}-2-methylbutan-2-ol ClC1=C(C(=CC=C1)F)C1=NOC(=C1COC)C=1C=NN(C1C(F)(F)F)CCC(C)(O)C